CN1N=C(C(=C1)C(=O)N1CCC2(C(C2)CNC(=O)N2CC=3C=NC=CC3C2)CC1)C N-[[6-(1,3-dimethylpyrazole-4-carbonyl)-6-azaspiro[2.5]octan-2-yl]methyl]-1,3-dihydropyrrolo[3,4-c]pyridine-2-carboxamide